1-(((Cis-3-(imidazo[4,5-d]pyrrolo[2,3-b]pyridin-1(6H)-yl)cyclobutyl)methyl)sulfonyl)azetidine-3-carbonitrile N1(C=NC=2C1=C1C(=NC2)NC=C1)[C@H]1C[C@H](C1)CS(=O)(=O)N1CC(C1)C#N